2-((5-bromo-2-fluorophenoxy)methyl)oxirane BrC=1C=CC(=C(OCC2OC2)C1)F